C12(CC3CC(CC(C1)C3)C2)C(=O)OC2=CC=C(C=C2)[S+](C2=CC=CC=C2)C2=CC=CC=C2 (4-(1-adamantylcarbonyloxy)phenyl)diphenylsulfonium